4-butyl-N-(2,3-dimethoxybenzyl)-3-(4-fluorophenyl)-5-methyl-1-phenyl-4,5-dihydro-1H-pyrazole-5-carboxamide C(CCC)C1C(=NN(C1(C(=O)NCC1=C(C(=CC=C1)OC)OC)C)C1=CC=CC=C1)C1=CC=C(C=C1)F